2-methyl-9-oxo-11-{6-[(1-oxotetracosyl) oxy] hexyl}-2,8-diaza-5,10-dioxaheptadecan-17-yl tetracosanoate C(CCCCCCCCCCCCCCCCCCCCCCC)(=O)OCCCCCCC(OC(NCCOCCN(C)C)=O)CCCCCCOC(CCCCCCCCCCCCCCCCCCCCCCC)=O